C(#N)C1=NC=CC(=N1)N1C(N(C2(C1)CCC(CC2)(C2=CC=CC=C2)N(C)C)CC(=O)N(C)C)=O cis-2-[3-(2-cyano-pyrimidin-4-yl)-8-dimethylamino-2-oxo-8-phenyl-1,3-diazaspiro[4.5]decan-1-yl]-N,N-dimethyl-acetamide